COC1=C(CN(CC[C@@H](C)NC(=O)C2=CC3=CC=CC(=C3C=C2)OC2=CC=C(C=C2)C(F)(F)F)CCO)C=CC(=C1)OC (R)-N-(4-((2,4-dimethoxybenzyl)(2-hydroxyethyl)amino)butan-2-yl)-5-(4-(trifluoromethyl)phenoxy)-2-naphthamide